ethyl 5-cyclopropylpyrazolo[1,5-a]pyridine-3-carboxylate C1(CC1)C1=CC=2N(C=C1)N=CC2C(=O)OCC